FC1=C(C=CC=C1)C1=C(N(C(=C1C(=O)O)C)C)C(=O)O 3-(2-fluorophenyl)-1,5-dimethyl-1H-pyrrole-2,4-dicarboxylic acid